S1C(=NC2=C1C=CC=C2)NC(CN2[C@@H](C1=CC=CC=C1CC2)C2=CC=CC=C2)=O (R)-N-(benzo[d]thiazole-2-yl)-2-(1-phenyl-3,4-dihydroisoquinoline-2(1H)-yl)acetamide